OC1C(OC(C(C1O)O)CO)OC1C(OC=2C=C(C=C(C2C1O)O)O)C1=CC(=C(C(=C1)O)O)O 3-[3,4,5-trihydroxy-6-(hydroxymethyl)oxan-2-yl]oxy-2-(3,4,5-trihydroxyphenyl)-3,4-dihydro-2H-chromene-4,5,7-triol